2-chloro-6,7-dihydrodispiro[pyrrolo[3,4-b]pyridine-5,1'-cyclohexane-4',2''-[1,3]dioxolane] ClC1=CC=C2C(=N1)CNC21CCC2(OCCO2)CC1